1-Hydroxy-1H-benzotriazol-Hydrat O.ON1N=NC2=C1C=CC=C2